3-(3,5-Dimethoxyphenyl)-6-dimethylcarbamoyloxy-4-benzofurancarboxylic acid 4-acetylphenyl ester C(C)(=O)C1=CC=C(C=C1)OC(=O)C=1C=C(C=C2C1C(=CO2)C2=CC(=CC(=C2)OC)OC)OC(N(C)C)=O